2,7-dihydro-1,3-oxazepin O1CN=CC=CC1